N-(6-chloro-1-methylindol-2-ylidene)-4-methylbenzenesulfonamide ClC1=CC=C2CC(N(C2=C1)C)=NS(=O)(=O)C1=CC=C(C=C1)C